C1(=CC=CC=C1)C=1CC2=CC=CC=C2C1 2-phenylindene